tert-butyl (R)-(1-(5-(azidomethyl)isoindolin-2-yl)-3-(2,4-dichlorophenyl)-1-oxopropan-2-yl)carbamate N(=[N+]=[N-])CC=1C=C2CN(CC2=CC1)C([C@@H](CC1=C(C=C(C=C1)Cl)Cl)NC(OC(C)(C)C)=O)=O